methyl 3-(2-fluoroethyl)bicyclo[1.1.1]pentane-1-carboxylate FCCC12CC(C1)(C2)C(=O)OC